(4-(2-(2-benzamido-5-cyano-1H-benzo[d]imidazole-1-yl)ethyl)phenyl)phosphonic acid C(C1=CC=CC=C1)(=O)NC1=NC2=C(N1CCC1=CC=C(C=C1)P(O)(O)=O)C=CC(=C2)C#N